Cl.C(C)C=1N=C2N(C=C(C=C2)C=2C=NC(=NC2)N2CC(C2)NC2CN(C2)C)C1N(C=1SC(=C(N1)C1=CC=C(C=C1)F)C#N)C 2-((2-ethyl-6-(2-(3-((1-methylazetidin-3-yl)amino)azetidin-1-yl)pyrimidin-5-yl)imidazo[1,2-a]pyridin-3-yl)(methyl)amino)-4-(4-fluorophenyl)thiazole-5-carbonitrile hydrochloride